BrC=1C(=CC2=C(C(C(CO2)(C)C)=O)C1)OC(F)F 6-bromo-7-(difluoromethoxy)-3,3-dimethyl-3,4-dihydro-2H-1-benzopyran-4-one